1,1,2-trimethylpropylene CC(=C(C)C)C